Dicyclohexyl-ammonium cyclohexanecarboxylate C1(CCCCC1)C(=O)[O-].C1(CCCCC1)[NH2+]C1CCCCC1